N-((4S,5S)-7-ethyl-4-(4-fluorophenyl)-3-(hydroxymethyl)-6-oxo-1-phenyl-4,5,6,7-tetrahydro-1H-pyrazolo[3,4-b]pyridin-5-yl)-1-(trifluoromethyl)-1H-pyrazole-3-carboxamide C(C)N1C2=C([C@@H]([C@@H](C1=O)NC(=O)C1=NN(C=C1)C(F)(F)F)C1=CC=C(C=C1)F)C(=NN2C2=CC=CC=C2)CO